tert-butyl (S)-4-(3-(tert-butoxy)-2-(dimethylamino)-3-oxopropyl)-2-((tert-butoxycarbonyl)thio)-1H-imidazole-1-carboxylate C(C)(C)(C)OC([C@H](CC=1N=C(N(C1)C(=O)OC(C)(C)C)SC(=O)OC(C)(C)C)N(C)C)=O